NC1=CC(=C2CN(C(C2=C1)=O)CC(=C)C(N)=O)C=1C=C2C(=NN(C2=CC1)C(=O)OC(C)(C)C)C tert-butyl 5-[6-amino-2-(2-carbamoylallyl)-1-oxo-isoindolin-4-yl]-3-methyl-indazole-1-carboxylate